FC=1C=CC(=C(C1)N\N=C/C=O)OC (Z)-2-(2-(5-fluoro-2-methoxyphenyl)hydrazineylidene)acetaldehyde